7-chloro-4-(pyrazol-1-yl)-1,3-benzothiazole ClC1=CC=C(C=2N=CSC21)N2N=CC=C2